4'-((1R,5S)-3,8-diazabicyclo[3.2.1]octan-8-yl)-2'-(((S)-pyrrolidin-2-yl)methoxy)-3,4,5',8'-tetrahydro-2H,6'H-spiro[naphthalene-1,7'-quinazolin]-7-ol [C@H]12CNC[C@H](CC1)N2C2=NC(=NC=1CC3(CCC21)CCCC2=CC=C(C=C23)O)OC[C@H]2NCCC2